NC=1C=C(C=C2C=C(N=CC12)NC(=O)[C@H]1[C@H](C1)F)C1=CC(=NC=C1C)OC |r| (±)-cis-N-[8-amino-6-(2-methoxy-5-methyl-4-pyridyl)-3-isoquinolyl]-2-fluoro-cyclopropanecarboxamide